C(C)(C)(C)OC(=O)NC1CN(CCC1)C(=O)C1=CC2=C(N(C(=N2)C2=CC=C(N2CC2CC2)C(=O)O)C)C(=C1)OC 5-(5-(3-((tert-butoxycarbonyl)amino)piperidine-1-carbonyl)-7-methoxy-1-methyl-1H-benzo[d]imidazol-2-yl)-1-(cyclopropylmethyl)-1H-pyrrole-2-carboxylic acid